C(C)N(C(C1=C(C=CC(=C1)F)OC1=C(N=CN=N1)N1CC2(CN(C2)[C@@H](C(C)C)CCCNCCOC)CC1)=O)C(C)C (R)-N-ethyl-5-fluoro-N-isopropyl-2-((5-(2-(6-((2-methoxyethyl)amino)-2-methylhex-3-yl)-2,6-diazaspiro[3.4]oct-6-yl)-1,2,4-triazin-6-yl)oxy)benzamide